C=1(C(=CC(=CC1)C(=O)O)C(=O)NN)C(=O)NN 1,2,4-benzenetricarboxylic acid dihydrazide